ClC1=C(C(=CC=C1)Cl)S(=O)(=O)NCC=1C=NC(=CC1)OC 2,6-dichloro-N-((6-methoxypyridin-3-yl)methyl)benzenesulfonamide